C1(CC1)S(=O)(=O)NC1=CC(=NC=C1)[C@@H](C[C@@H]1N(CCCC1)C)NC(=O)C=1SC(=CN1)C1=NC(=CN=C1)OCC N-((R)-1-(4-(cyclopropanesulfonylamino)pyridin-2-yl)-2-((R)-1-methylpiperidin-2-yl)ethyl)-5-(6-ethoxypyrazin-2-yl)thiazole-2-carboxamide